ClC1=CC(=C(C=C1)[C@@H]1OC2=C(C=CC=C2C=C1)C1CCNCC1)F (R)-4-(2-(4-chloro-2-fluorophenyl)-2H-chromen-8-yl)piperidine